Cl[Si](N(C(C)C)C(C)C)(Cl)Cl trichloro(diisopropyl)aminosilane